((2R,3S)-3-(Benzoyloxy)-5-hydroxytetrahydrofuran-2-yl-5-d)methylbenzoate C(C1=CC=CC=C1)(=O)O[C@@H]1[C@H](OC(C1)([2H])O)COC(C1=CC=CC=C1)=O